CNC=1C(=CC(=CC1)C(F)(F)F)N N1-methyl-4-(trifluoromethyl)-benzene-1,2-diamine